C(C)N1N=CC=C1C=1C=C2CCCC(C2=CC1)(CO)NC(=O)[C@H]1N(C[C@@H](C1)O)C(=O)OC(C)(C)C tert-butyl (2S,4R)-2-((6-(1-ethyl-1H-pyrazol-5-yl)-1-(hydroxymethyl)-1,2,3,4-tetrahydronaphthalen-1-yl)carbamoyl)-4-hydroxypyrrolidine-1-carboxylate